2-(2-fluorophenyl)-2-methylpropan-1-amine FC1=C(C=CC=C1)C(CN)(C)C